2-methyl-5H,6H,7H,8H-[1,2,4]triazolo[1,5-a]pyridin-7-amine CC1=NN2C(CC(CC2)N)=N1